N[C@@H](C)C1=CC=C(OC2=CC=C3C=NC(=NC3=C2)NC2=C(C=C3CCN(CC3=C2)C)OC)C=C1 7-{4-[(1S)-1-aminoethyl]phenoxy}-N-(6-methoxy-2-methyl-1,2,3,4-tetrahydroisoquinolin-7-yl)quinazolin-2-amine